[(3aS,4R,6aR)-4-[(6-bromo-3-pyridazinyl)amino]hexahydrocyclopenta[c]pyrrol-2(1H)-yl](1-methyl-1H-thieno[2,3-c]pyrazol-5-yl)methanone BrC1=CC=C(N=N1)N[C@@H]1CC[C@H]2CN(C[C@H]21)C(=O)C2=CC1=C(N(N=C1)C)S2